CC=1N=C(SC1)C(=O)C1[C@H]2CN(C[C@@H]12)C(=O)O (1R,5S,6r)-6-[(4-methyl-1,3-thiazol-2-yl)carbonyl]-3-azabicyclo[3.1.0]Hexane-3-carboxylic acid